(2R,3R)-3-((1-(4-methoxyphenyl)-1H-1,2,3-triazol-4-yl)-methoxy)-2-(2,4-difluorophenyl)-1-(1H-1,2,4-triazol-1-yl)butane-2-ol COC1=CC=C(C=C1)N1N=NC(=C1)CO[C@@H]([C@@](CN1N=CN=C1)(O)C1=C(C=C(C=C1)F)F)C